The molecule is an amino disaccharide consisting of beta-D-galactopyranose and 2-acetamido-2-deoxy-D-galactopyranose residues joined in sequence by a (1->4) glycosidic bond. It is a member of acetamides, an amino disaccharide and a glycosylgalactose derivative. CC(=O)N[C@@H]1[C@H]([C@H]([C@H](OC1O)CO)O[C@H]2[C@@H]([C@H]([C@H]([C@H](O2)CO)O)O)O)O